methyl 5-amino-2-(((benzyloxy) carbonyl) amino)-5-oxopentanoate NC(CCC(C(=O)OC)NC(=O)OCC1=CC=CC=C1)=O